NC=1C(=NC2=CC(=CC(=C2C1)Br)C)C(=O)OCC ethyl 3-amino-5-bromo-7-methylquinoline-2-carboxylate